N1(CCCCC1)C1=CC=C(C(=N1)C(=O)OC)C=1C(=CC2=C(OCCC3=C2SC=C3)C1)C(=O)OCC[Si](C)(C)C methyl 6-(piperidin-1-yl)-3-(9-((2-(trimethylsilyl)ethoxy)carbonyl)-4,5-dihydrobenzo[b]thieno[2,3-d]oxepin-8-yl)picolinate